COC1=CC=C(C=C1)C=CC(=O)C1=C(C=CS1)C 5-(3-(4-methoxyphenyl)acryloyl)-4-methylthiophene